C(C)C1=CC2=C(C(N(CC23CC3)CC(=O)NC3=CC2=C(NC(N2C)=O)C=C3)=O)S1 2-{2'-Ethyl-7'-oxo-6',7'-dihydro-5'H-spiro[cyclopropane-1,4'-thieno[2,3-c]pyridin]-6'-yl}-N-(3-methyl-2-oxo-2,3-dihydro-1H-1,3-benzodiazol-5-yl)acetamide